ethyl-hydroxymethyl-oleyl-oxazoline C(C)C1(N=C(OC1)CCCCCCCC\C=C/CCCCCCCC)CO